FC(C(=O)O)(F)F.CN(CCCC(=O)NCC1=NC2=C(C=CC=C2C=C1)NS(=O)(=O)C1=CC=C(C=C1)C(F)(F)F)C 4-(Dimethylamino)-N-((8-((4-(trifluoromethyl)phenyl)sulfonamido)quinolin-2-yl)methyl)butanamide trifluoroacetate